2-((3-(5-fluoro-3-(trifluoromethyl)-8,9-dihydropyrido[3',2':4,5]pyrrolo[1,2-a]pyrazin-7(6H)-yl)-3-oxopropoxy)methyl)azetidin FC=1C2=C(N3C1CN(CC3)C(CCOCC3NCC3)=O)N=CC(=C2)C(F)(F)F